NC1=C2C(=NC=N1)N(N=C2C2=CC=C(C=C2)OC2=CC=CC=C2)C2CCN(CC2)CCOCCOCCN2CCN(CC2)C=2C=C1CN(C(C1=CC2)=O)C2C(NC(CC2)=O)=O 3-(5-(4-(2-(2-(2-(4-(4-amino-3-(4-phenoxyphenyl)-1H-pyrazolo[3,4-d]pyrimidin-1-yl)piperidin-1-yl)ethoxy)ethoxy)ethyl)piperazin-1-yl)-1-oxoisoindolin-2-yl)piperidine-2,6-dione